C(C)OC(=O)CCCSC1=CC=C(C(=O)C2=CC=C(C=C2)SCCCC(=O)OCC)C=C1 4,4'-di(3-ethoxycarbonylpropylthio)benzophenone